N-(5-chloro-6-(2H-1,2,3-triazol-2-yl)pyridin-3-yl)-1-(6-methylpyridin-2-yl)-5-(trifluoromethyl)-1H-pyrazole-4-carboxamide ClC=1C=C(C=NC1N1N=CC=N1)NC(=O)C=1C=NN(C1C(F)(F)F)C1=NC(=CC=C1)C